CN(CCOCC(F)(F)C=1C(=C(C=CC1)[C@@H](C)NC=1C2=C(N=C(N1)C)NC(C(=C2)C2CCS(CC2)(=O)=O)=O)F)C (R)-4-((1-(3-(2-(2-(dimethylamino)ethoxy)-1,1-difluoroethyl)-2-fluorophenyl)ethyl)amino)-6-(1,1-dioxidotetrahydro-2H-thiopyran-4-yl)-2-methylpyrido[2,3-d]pyrimidin-7(8H)-one